CC=1C=C(C=CC1C(F)(F)F)C1CCN(CC1)C(=O)C1CC2(C1)NC(CC2)=O (2r,4s)-2-(4-(3-methyl-4-(trifluoromethyl)phenyl)piperidine-1-carbonyl)-5-azaspiro[3.4]octan-6-one